NC1CC(CN(C1)C)N1C(=NC=2C=NC(=CC21)C#N)CC(C)C 1-(5-amino-1-methylpiperidin-3-yl)-2-isobutyl-1H-imidazo[4,5-c]pyridine-6-carbonitrile